(1,4-anthraquinonediyl)bismaleimide nitrilotripropionate N(CCC(=O)O)(CCC(=O)O)CCC(=O)O.C1(C(=C(C(C2=CC3=CC=CC=C3C=C12)=O)C=1C(=O)NC(C1)=O)C=1C(=O)NC(C1)=O)=O